5-fluoro-8-(4-fluorophenyl)-9-(4,7-epoxyhexahydroisoindole-1,3(2H)-dione-2-yl)-8,9-dihydro-2H-pyrido[4,3,2-de]phthalazine-3(7H)-one-7-carboxylic acid tert-butyl ester C(C)(C)(C)OC(=O)N1C(C(C2=NNC(C=3C=C(C=C1C23)F)=O)N2C(C3C1CCC(C3C2=O)O1)=O)C1=CC=C(C=C1)F